CC1=CC=C(C=C1)S(=O)(=O)[O-].C(C)OC(=O)[C@@H]1CC2(OCCO2)CC[C@@H]1[NH3+] (7R,8S)-7-(Ethoxycarbonyl)-1,4-dioxaspiro[4.5]decan-8-aminium 4-methylbenzenesulfonate